C(C)N1CCN(CC1)C1=C(C=C(C=C1)C1=NC=NC2=CC=C(C=C12)C1=CC(=NC=C1)N)F 4-(4-(4-(4-ethylpiperazin-1-yl)-3-fluorophenyl)quinazolin-6-yl)pyridin-2-amine